N1N=CN=C1C=1C=C(CNC(OCCC=2C(OC3=CC(=CC=C3C2C)N(CC)CC)=O)=O)C=CC1 2-(7-(diethylamino)-4-methyl-2-oxo-2H-chromen-3-yl)ethyl (3-(1H-1,2,4-triazol-5-yl)benzyl)carbamate